C(C)OC=1C=C(C=CC1F)[C@H](C)NC(=O)C=1C(NC2=C(N=C(C=C2C1N1CCN[C@H](CC1)C)C)C1CC1)=O N-[(S)-1-(3-ethoxy-4-fluorophenyl)ethyl]-4-[(S)-5-methyl-1,4-diazepan-1-yl]-8-cyclopropyl-6-methyl-2-oxo-1,2-dihydro-1,7-diaza-3-naphthamide